C(C)N(S(=O)(=O)N[C@@H]1CC[C@H](OC1)CN1CCC2(CN(C2)C2=NC=NC=C2OC2=C(C(=O)N(C(C)C)CC(F)F)C=C(C=C2)F)CC1)CC 2-((4-(7-(((2S,5R)-5-((N,N-Diethylsulfamoyl)amino)tetrahydro-2H-pyran-2-yl)methyl)-2,7-diazaspiro[3.5]nonan-2-yl)pyrimidin-5-yl)oxy)-N-(2,2-difluoroethyl)-5-fluoro-N-isopropylbenzamide